4-bromo-3-methyl-N-(piperidin-4-ylmethyl)benzenesulfonamide BrC1=C(C=C(C=C1)S(=O)(=O)NCC1CCNCC1)C